FC([C@H](OC1=NN(C2=NN=C(C=C21)C=2C(NC(NC2)=O)=O)C)C2=NC=CC(=C2)OCC(F)(F)F)F 5-[3-[(1R)-2,2-difluoro-1-[4-(2,2,2-trifluoroethoxy)-2-pyridyl]ethoxy]-1-methyl-pyrazolo[3,4-c]pyridazin-5-yl]-1H-pyrimidine-2,4-dione